C(CCCCC(C)C)N(CCCCCC(C)C)CC(=O)OCCCCCCCCCC 1-decyl N,N-diisooctylaminoacetate